(E)-N-(2-amino-3-fluoro-4-((4-(trifluoromethyl)benzyl)amino)phenyl)dec-5-enamide NC1=C(C=CC(=C1F)NCC1=CC=C(C=C1)C(F)(F)F)NC(CCC\C=C\CCCC)=O